bis(4-t-butylphenyl)iodonium methyl-4-[8-[tert-butoxycarbonyl(2-cyanoallyl)amino]-7-methoxy-2-naphthyl]pyrimidine-2-carboxylate COC(=O)C1=NC=CC(=N1)C1=CC2=C(C(=CC=C2C=C1)OC)N(CC(=C)C#N)C(=O)OC(C)(C)C.C(C)(C)(C)C1=CC=C(C=C1)[I+]C1=CC=C(C=C1)C(C)(C)C